C(C)(C)(C)OC(N(C(CCC#C)CF)CC=C)=O allyl-N-[1-(fluoromethyl)pent-4-ynyl]carbamic acid tert-butyl ester